4,5-diamino-1-(2-hydroxyethyl)pyrazole chloride [Cl-].NC=1C=NN(C1N)CCO